1-(3-fluoro-4-isopropylphenyl)methylamine hydrochloride Cl.FC=1C=C(C=CC1C(C)C)CN